(2R,3S,4S,5R,6R)-2-((1R,2R)-1-(((R)-tert-butylsulfinyl)amino)-2-methylbut-3-en-1-yl)-6-(pent-4-en-1-ylthio)tetrahydro-2H-pyran-3,4,5-triyl triacetate C(C)(=O)O[C@H]1[C@H](O[C@@H]([C@@H]([C@H]1OC(C)=O)OC(C)=O)SCCCC=C)[C@@H]([C@@H](C=C)C)N[S@](=O)C(C)(C)C